ONC(C1=CC(=CC=C1)C1=NC2=C(N1CCC)C=CC=C2)=O N-hydroxy-3-(1-propyl-1H-benzo[d]imidazol-2-yl)benzamide